2-(4-phenoxyphenyl)-6-(1,2,3,6-tetrahydropyridin-4-yl)-9,10-dihydro-4H-benzo[d]pyrazolo[1,5-a][1,3]diazepine-3-carboxamide O(C1=CC=CC=C1)C1=CC=C(C=C1)C1=NN2C(NC3=C(CC2)C=CC(=C3)C=3CCNCC3)=C1C(=O)N